C(#N)C1=NC=CC(=C1)C1CC(C1)(C1=NC(=CC=C1)N1CCOCC1)OC(=SC)[S-] O-(3-(2-cyanopyridin-4-yl)-1-(6-morpholinylpyridin-2-yl) cyclobutyl)S-methylxanthate